C(C)(C)(C)OC(=O)N1C2CCC1C1=C(N=C(N=N1)SC)C2.C(CCC)=O butan-1-onE (±)-tertbutyl-3-(methylthio)-6,7,8,9-tetrahydro-5H-6,9-epiminocyclohepta[e][1,2,4]triazine-10-carboxylate